NC1=NC=CC(=C1I)OC1=C(C=C(C=C1F)NC(=O)C=1C=NN(C1C(F)(F)F)C1=NC=CC=C1Cl)F N-(4-((2-amino-3-iodopyridin-4-yl)oxy)-3,5-difluorophenyl)-1-(3-chloropyridin-2-yl)-5-(trifluoromethyl)-1H-pyrazole-4-carboxamide